4-((1R,3S)-3-hydroxy-3-methylcyclohexylamino)-2-(1-methylcyclobutylamino)pyrimidine-5-carboxamide O[C@@]1(C[C@@H](CCC1)NC1=NC(=NC=C1C(=O)N)NC1(CCC1)C)C